C(C1=CC=CC=C1)OPCN(C(C)C)C(C)C benzyloxy(diisopropylamino)methylphosphine